2,6-Difluoro-3-(1-methyl-6-(5-oxa-8-azaspiro[3.5]nonan-8-yl)-1H-pyrazolo[4,3-c]pyridin-3-yl)-5-(trifluoromethyl)phenol FC1=C(C(=C(C=C1C1=NN(C2=C1C=NC(=C2)N2CCOC1(CCC1)C2)C)C(F)(F)F)F)O